(2'-amino-1,1'-biphenyl-2-yl)palladium methanesulfonate CS(=O)(=O)[O-].NC1=C(C=CC=C1)C1=C(C=CC=C1)[Pd+]